2-(3-iodophenyl)-8-methoxypyrido[3,4-d]Pyrimidine IC=1C=C(C=CC1)C=1N=CC2=C(N1)C(=NC=C2)OC